C(C)C=1C(=NC=2N(C1C1CN(CCO1)C=O)N=C(C2)[C@@H]2CC[C@H](CC2)C(F)(F)F)C 2-{6-ethyl-5-methyl-2-[trans-4-(trifluoromethyl)cyclohexyl]pyrazolo[1,5-a]pyrimidin-7-yl}morpholine-4-carbaldehyde